naphthyl(phenanthrenylphenyl)anthracene-d15 C1(=CC=CC2=CC=CC=C12)C=1C(=C(C(C2(C(C3(C(C(C(C(C3=CC12)([2H])[2H])([2H])[2H])([2H])[2H])([2H])[2H])[2H])([2H])[2H])[2H])([2H])[2H])[2H])C1=C(C=CC=C1)C1=CC=CC=2C3=CC=CC=C3C=CC12